C(C)(C)(C)OC(=O)N1CCC(C2=CC=CC(=C12)C#N)N1C(N(C2=NC(=NC=C2C1)SC)C)=O 8-cyano-4-(1-methyl-7-methylsulfanyl-2-oxo-4H-pyrimido[4,5-d]pyrimidin-3-yl)-3,4-dihydro-2H-quinoline-1-carboxylic acid tert-butyl ester